(2-((4-(4-bromothiophen-2-yl)-5-oxo-4,5-dihydro-1H-tetrazol-1-yl)methyl)-3,3-difluoroallyl)carbamic acid tert-butyl ester C(C)(C)(C)OC(NCC(=C(F)F)CN1N=NN(C1=O)C=1SC=C(C1)Br)=O